(R)-2-(2-methyl-5-(2-(((R)-phenyl((R)-1,2,3,4-tetrahydropyrido[2,3-b]pyrazin-3-yl)methyl)amino)ethyl)phenyl)propanoic acid CC1=C(C=C(C=C1)CCN[C@@H]([C@H]1CNC2=C(N1)N=CC=C2)C2=CC=CC=C2)[C@H](C(=O)O)C